(S)-1-(4-(7-bromobenzo[d]thiazol-2-yl)-6,7-dihydro-1H-imidazo[4,5-c]pyridin-5(4H)-yl)-2-(thiazol-2-yl)ethanone BrC1=CC=CC=2N=C(SC21)[C@H]2N(CCC1=C2N=CN1)C(CC=1SC=CN1)=O